BrC(C(=O)NC1=NC=C(C=C1F)OC1=NC=C(C=C1)F)C 2-bromo-N-(3-fluoro-5-((5-fluoropyridin-2-yl)oxy)pyridin-2-yl)propionamide